OC=1C=C(C=CC1OC)/C=C/C(=O)C1=CC=C(C=C1)S(=O)(=O)N1CCCCC1 (E)-3-(3-Hydroxy-4-methoxyphenyl)-1-(4-piperidin-1-ylsulfonylphenyl)prop-2-en-1-one